[OH+]1CC[OH+]CC[OH+]CC[OH+]CC1 1,4,7,10-tetraoxoniacyclododecane